C(C)(C)(C)NC1=CC2=C(C=N1)C[C@@H]1CC[C@H]2N1C(=O)NC1=CC(=C(C=C1)Cl)Cl (5R,8S)-3-(tert-butylamino)-N-(3,4-dichlorophenyl)-6,7,8,9-tetrahydro-5H-5,8-epimino-cyclohepta[c]pyridine-10-carboxamide